Racemic-dimethylsilylbis[2-methyl-4-(3,5-di-tert-butylphenyl)-indenyl]zirconium dichloride [Cl-].[Cl-].C[SiH](C)[Zr+2](C1C(=CC2=C(C=CC=C12)C1=CC(=CC(=C1)C(C)(C)C)C(C)(C)C)C)C1C(=CC2=C(C=CC=C12)C1=CC(=CC(=C1)C(C)(C)C)C(C)(C)C)C